BrC1=CC2=C(SC3=C2C=CC=C3)C(=C1)I 2-bromo-4-iododibenzo[b,d]thiophene